C(CC(O)(C(=O)O)CC(=O)O)(=O)O.CNC(OC1=CC(=CC=C1)CN1CCC(CC1)(CCC1=CC=CC=C1)COCC)=O 3-((4-(ethoxymethyl)-4-phenethylpiperidin-1-yl)methyl)phenyl methylcarbamate citrate